3-(5'-bromo-4-(difluoromethyl)spiro[cyclohexane-1,3'-indoline]-1'-carbonyl)-N-(tert-butyl)benzenesulfonamide BrC=1C=C2C3(CN(C2=CC1)C(=O)C=1C=C(C=CC1)S(=O)(=O)NC(C)(C)C)CCC(CC3)C(F)F